COC=1C=C(C(=O)NC)C=CC1NCC#CC=1N(C2=CC=CC(=C2C1)NC1CCC(CC1)(C)O)CC(F)(F)F 3-methoxy-N-methyl-4-{[3-(4-{[(1S,4S)-4-hydroxy-4-methylcyclohexyl]amino}-1-(2,2,2-trifluoroethyl)-1H-indol-2-yl)prop-2-yn-1-yl]amino}benzamide